FC(C)(F)C1=NC(=CC(=N1)NC1=CC(=NC=C1O[C@@H]1CN(CC1)C)NC(C)=O)C (S)-N-(4-((2-(1,1-difluoroethyl)-6-methylpyrimidin-4-yl)amino)-5-((1-methylpyrrolidin-3-yl)oxy)pyridin-2-yl)acetamide